C(CCCCCCCCCCCCCCCCC)N[C@@H](CCSCC)C(=O)O stearylethionin